6-((2-methoxypropan-2-yl)oxy)-5'-methyl-4-pentyl-1',2',3',4'-tetrahydro-[1,1'-biphenyl]-2-ol COC(C)(C)OC=1C=C(C=C(C1C1CCCC(=C1)C)O)CCCCC